(2r,3s)-3-(2-((2,6-dichlorophenyl)amino)-4,5-dihydro-1H-imidazole-1-carbonyl)-2-((1-methyl-1H-imidazol-5-yl)methyl)(9z,12z)-octadeca-9,12-dienoic acid pentyl ester C(CCCC)OC([C@@H]([C@H](CCCCC\C=C/C\C=C/CCCCC)C(=O)N1C(=NCC1)NC1=C(C=CC=C1Cl)Cl)CC1=CN=CN1C)=O